BrC1=C(C=CC(=C1)F)NC(\C=C\C1=CC=CC=C1)=O (E)-N-(2-bromo-4-fluoro-phenyl)-3-phenyl-prop-2-enamide